1-(3-methoxyphenyl)dihydropyrimidine-2,4(1H,3H)-dione COC=1C=C(C=CC1)N1C(NC(CC1)=O)=O